((3R)-4-amino-3-methyl-1,3-dihydrofuro[3,4-c]quinolin-8-yl)((3S)-3-(4-fluoro-3-(trifluoromethyl)phenyl)-4-morpholinyl)methanone NC1=NC=2C=CC(=CC2C2=C1[C@H](OC2)C)C(=O)N2[C@H](COCC2)C2=CC(=C(C=C2)F)C(F)(F)F